tert-Butyl 6-(4-((2,3-difluorophenyl)amino)pyrido[3,2-d]pyrimidin-6-yl)-1,6-diazaspiro[3.3]heptane-1-carboxylate FC1=C(C=CC=C1F)NC=1C2=C(N=CN1)C=CC(=N2)N2CC1(CCN1C(=O)OC(C)(C)C)C2